C(C)OCOC1=CC=CC2=CC=CC=C12 (ethoxymethoxy)naphthalen